2,2-dihydroxymethylbutanol OCC(CO)(CC)CO